C(C)(C)(C)OC(=O)N1CCC2(CC(C2)C2=CC3=C(OC(O3)(F)F)C=C2)CC1 2-(2,2-difluorobenzo[d][1,3]dioxol-5-yl)-7-azaspiro[3.5]nonane-7-carboxylic acid tert-butyl ester